5-Chloro-7-nitro-4-phenoxyquinolin-8-ol ClC1=C2C(=CC=NC2=C(C(=C1)[N+](=O)[O-])O)OC1=CC=CC=C1